NCCC[C@@H](C(=O)O)Cl (S)-5-amino-2-chlorovaleric acid